ClC1=C(C=CC=C1C1=NC=CC(=C1Cl)C1=NC(=C(C=C1)CNC[C@H]1NC(CC1)=O)OC)NC(C1=NC=C(C(=C1)OC)CN1CC(C1)CO)=O (S)-N-(2-chloro-3-(3'-chloro-6-methoxy-5-((((5-oxopyrrolidin-2-yl)methyl)amino)methyl)-[2,4'-bipyridin]-2'-yl)phenyl)-5-((3-(hydroxymethyl)azetidin-1-yl)methyl)-4-methoxypicolinamide